C1(CCCC1)(C=1OCC(N1)C1=CC=CC=C1)C=1OC[C@H](N1)C1=CC=CC=C1 (4R,4R)-2,2'-(cyclopentane-1,1-diyl)bis(4-phenyl-4,5-dihydrooxazole)